ethyl 2,2-difluoro-2-(3-fluoro-5-methylphenyl)acetate FC(C(=O)OCC)(C1=CC(=CC(=C1)C)F)F